FC(C(OC)(F)F)(C)F tetrafluoro-1-methoxypropane